1-(4-acetyl-7-(4-bromothiazol-2-yl)-1,4-diazacycloheptan-1-yl)-2-phenoxyethan-1-one C(C)(=O)N1CCN(C(CC1)C=1SC=C(N1)Br)C(COC1=CC=CC=C1)=O